C(O[C@H]1C[C@H](CC1)C1=NN(C(=C1)NC(=O)OCC1=CC=CC=C1)C(C)(C)C)(OC1=CC=C(C=C1)[N+](=O)[O-])=O [(1R,3S)-3-[5-(benzyloxycarbonylamino)-1-tert-butyl-pyrazol-3-yl] cyclopentyl] (4-nitrophenyl) carbonate